C(=O)(OCC1C2=CC=CC=C2C2=CC=CC=C12)N[C@H](C(=O)O)CC1=CC=C(O)C(O)=C1 Fmoc-L-DOPA